O=C1C(C=CC=C1C=C1C2(CCC(C1)C2(C)C)C)S(=O)(=O)O 2-oxo-3-bornylidenemethylbenzenesulfonic acid